ClC=1C=C(C(=NC1)OC1=CC=2N(C=C1)N=C(C2)C(=O)NC2(CCS(CC2)(=O)=O)C)OCC(F)(F)F 5-((5-Chloro-3-(2,2,2-trifluoroethoxy)pyridin-2-yl)oxy)-N-(4-methyl-1,1-dioxidotetrahydro-2H-thiopyran-4-yl)pyrazolo[1,5-a]pyridine-2-carboxamide